(R)-4-(4-((1-(2-fluoro-3-(trifluoromethyl)phenyl)ethyl)amino)-7-methoxypyrido[2,3-d]pyrimidin-6-yl)-1-isopropylpiperidine-4-carbonitrile FC1=C(C=CC=C1C(F)(F)F)[C@@H](C)NC=1C2=C(N=CN1)N=C(C(=C2)C2(CCN(CC2)C(C)C)C#N)OC